C1=CN=NOC=C1 OXADIAZEPINE